N1,N1-Didodecylbutane-1,4-diamine C(CCCCCCCCCCC)N(CCCCN)CCCCCCCCCCCC